dichloro(4-methoxyphenyl)silane Cl[SiH](C1=CC=C(C=C1)OC)Cl